N1(CCC(CC1)C=1C=C2C3(C=4N(C=5C=CC=C(C5C(N4)=O)Cl)C2=CC1)CCCCC3)C3CCNCC3 9'-([1,4'-bipiperidin]-4-yl)-4'-chloro-5'H-spiro[cyclohexane-1,7'-indolo[1,2-a]quinazolin]-5'-one